C(C)(C)(C)N1N=NC(=C1)C(=O)NCC1=C(C=C(C=C1)C1=C(C=NC=C1)OC1CCN(CC1)C#N)C 1-(tert-Butyl)-N-(4-(3-((1-cyanopiperidin-4-yl)oxy)pyridin-4-yl)-2-methylbenzyl)-1H-1,2,3-triazole-4-carboxamide